(6R,8S)-N-(5-chloro-6-(2H-1,2,3-triazol-2-yl)pyridin-3-yl)-2-fluoro-8-methyl-8-(1-methyl-1H-pyrazol-4-yl)-7,8-dihydro-6H-cyclopenta[e]pyrazolo[1,5-a]pyrimidine-6-carboxamide ClC=1C=C(C=NC1N1N=CC=N1)NC(=O)[C@@H]1C[C@](C2=C1C=NC=1N2N=C(C1)F)(C=1C=NN(C1)C)C